4-cyano-N-(1-(4-(5-(cyclopropanesulfonamido)pyridin-3-yl)phenyl)cyclobutyl)benzamide C(#N)C1=CC=C(C(=O)NC2(CCC2)C2=CC=C(C=C2)C=2C=NC=C(C2)NS(=O)(=O)C2CC2)C=C1